4-({3-[3-(4-Trifluoromethoxybenzyl)-3H-imidazo[4,5-c]pyridin-2-yl]-propionylamino}-methyl)-piperidin FC(OC1=CC=C(CN2C(=NC3=C2C=NC=C3)CCC(=O)NCC3CCNCC3)C=C1)(F)F